ClC1=C(C=CC(=C1)C(F)(F)F)NC(CN1C=2N(C(C=C1CC)=O)N=C(N2)C2=CCC(CC2)OC)=O N-(2-chloro-4-(trifluoromethyl)phenyl)-2-(5-ethyl-2-(4-methoxycyclohex-1-en-1-yl)-7-oxo-[1,2,4]triazolo[1,5-a]pyrimidin-4(7H)-yl)acetamide